5-(4-(4-methylphenyl-sulfonyloxy)phenylsulfonyloxyimino)-5H-thiophen CC1=CC=C(C=C1)S(=O)(=O)OC1=CC=C(C=C1)S(=O)(=O)ON=C1C=CCS1